FC([C@H]1N(C(OC1)=C=O)C=1N=C2N(C[C@@H](OC3=C2C=CC(=C3)N[C@H](C(=O)N)C)C)C1)F (S)-2-(((S)-2-((S)-4-(difluoromethyl)-2-carbonyloxazolidin-3-yl)-6-methyl-5,6-dihydrobenzo[f]imidazo[1,2-d][1,4]oxazepin-9-yl)amino)propanamide